NC1=CC(N(C=2C1=NCC(N2)(C(=O)OC)C(F)(F)F)C2=CC=C(C=C2)C(C)O)=O methyl 8-amino-5-(4-(1-hydroxyethyl)phenyl)-3-trifluoromethyl-6-oxo-pyrido[3,2-b]pyrazine-3-carboxylate